Cl.ClC=1C=C2C=CN(C2=C(C1)C1=NC=NN2C1=CC(=C2)CN2C(NC(C2=O)(C)C)=O)C[C@@H]2CNCCO2 (S)-3-((4-(5-chloro-1-(morpholin-2-ylmethyl)-1H-indol-7-yl)pyrrolo[2,1-f][1,2,4]triazin-6-yl)methyl)-5,5-dimethylimidazolidine-2,4-dione hydrochloride